NC1=NC(=CC(=N1)N[C@H](C)CCC)CC1=CC=C(C=C1)C1CCNCC1 (R)-2-amino-4-(pentan-2-ylamino)-6-(4-(piperidin-4-yl)benzyl)pyrimidine